trihydroxy-8-methoxyflavone OC=1C(=C2C(C(=C(OC2=C(C1)OC)C1=CC=CC=C1)O)=O)O